CC(C(=O)O)CCCC(=O)O monomethyl-adipic acid